CC1=NC(=CC(=C1)C=1NC2=CC=C(C=C2C1C(C)C)C1CCN(CC1)CC(=O)N1CC(CCC1)C)C 2-(4-(2-(2,6-dimethylpyridin-4-yl)-3-isopropyl-1H-indol-5-yl)piperidin-1-yl)-1-(3-methylpiperidin-1-yl)ethan-1-one